O=C1NC(CCC1N1C(C2=CC=CC(=C2C1=O)NCCCNC(C)=O)=O)=O N-[3-[[2-(2,6-dioxo-3-piperidyl)-1,3-dioxo-isoindolin-4-yl]amino]propyl]acetamide